ClC1=NC=CC2=C1C(=CN2)C2=NC(=NC(=C2)OC2CCC(CC2)C(F)(F)F)SC rel-4-{4-chloro-1H-pyrrolo[3,2-c]pyridin-3-yl}-2-(methylsulfanyl)-6-{[(1r,4r)-4-(trifluoromethyl)cyclohexyl]oxy}pyrimidine